6-(4-[[2-fluoro-5-([2-[6-oxo-5-(trifluoromethyl)-1,6-dihydropyridazin-4-yl]-2,3-dihydro-1H-isoindol-1-yl]methoxy)pyridin-3-yl]carbonyl]piperazin-1-yl)pyridine-3-carbonitrile FC1=NC=C(C=C1C(=O)N1CCN(CC1)C1=CC=C(C=N1)C#N)OCC1N(CC2=CC=CC=C12)C=1C=NNC(C1C(F)(F)F)=O